ClC1=CC2=C(N=C(O2)NC(=O)C2CC(CC(C2)C)(C)C)C=C1 N-(6-Chloro-1,3-benzoxazol-2-yl)-3,3,5-trimethylcyclohexan-1-carboxamid